C(C=C)(=O)N1CC(C1)C1=NC2=C(N1)C(=C(C=C2)C2=CC(=CC1=CC=CC=C21)O)C(=O)N 2-(1-acryloylazetidin-3-yl)-6-(3-hydroxynaphthalen-1-yl)-1H-benzo[d]imidazole-7-carboxamide